tert-butyl (4'-amino-2'-chloro-[1,1'-biphenyl]-4-yl)carbamate NC1=CC(=C(C=C1)C1=CC=C(C=C1)NC(OC(C)(C)C)=O)Cl